CN1C(=NC(=C1)S(=O)(=O)N1CC2=C(C1)CN(C2)C([C@H](C)C2=CC=C(C=C2)C)=O)C (2R)-1-{5-[(1,2-dimethyl-1H-imidazol-4-yl)sulfonyl]-1H,2H,3H,4H,5H,6H-pyrrolo[3,4-c]pyrrol-2-yl}-2-(4-methylphenyl)propan-1-one